3-(5-cyano-4-(((tetrahydro-2H-pyran-4-yl)methyl)amino)pyridin-2-yl)-1-(6-formyl-5-((4-methyl-2-oxopiperazin-1-yl)methyl)pyridin-2-yl)-1-methylurea C(#N)C=1C(=CC(=NC1)NC(N(C)C1=NC(=C(C=C1)CN1C(CN(CC1)C)=O)C=O)=O)NCC1CCOCC1